FC1=C(CNC(=O)C=2C(=NN(C2)CC=2C=NC(=CC2)N2CCCC2)C(F)(F)F)C=CC=C1OC 1-(6-Pyrrolidin-1-yl-pyridin-3-ylmethyl)-3-trifluoromethyl-1H-pyrazole-4-carboxylic Acid 2-fluoro-3-methoxy-benzylamide